Benzyl (S)-(4-(1,3-dioxoisoindolin-2-yl)-4-(5-phenyl-1H-imidazol-2-yl)butyl)carbamate O=C1N(C(C2=CC=CC=C12)=O)[C@@H](CCCNC(OCC1=CC=CC=C1)=O)C=1NC(=CN1)C1=CC=CC=C1